N-(4-(cis-bicyclo[3.1.0]hexan-3-yloxy)-3-fluoro-5-hydroxyphenyl)-2-(3-ethyl-3-methoxyazetidin-1-yl)-5-(2,2,2-trifluoroethyl)oxazole-4-carboxamide C12CC(CC2C1)OC1=C(C=C(C=C1O)NC(=O)C=1N=C(OC1CC(F)(F)F)N1CC(C1)(OC)CC)F